8-(2,2-dimethylpropyl)-2-{[(1S)-1-(4-oxo-3,4-dihydroquinazolin-2-yl)ethyl]amino}pyrido[2,3-d]pyrimidin-7(8H)-one CC(CN1C(C=CC2=C1N=C(N=C2)N[C@@H](C)C2=NC1=CC=CC=C1C(N2)=O)=O)(C)C